1-Ethyl-7-hydrazinyl-1H-indazole C(C)N1N=CC2=CC=CC(=C12)NN